[N].[N].CC(C)(C)S(=O)(=O)N (1,1-dimethylethyl-sulfonamide) dinitrogen